5'-(((1S,2S,4R)-rel-2-amino-7-azabicyclo[2.2.1]heptan-7-yl)methyl)-2'-(1-(2-ethyl-2-hydroxybutyl)-6,7-difluoro-1H-benzo[d][1,2,3]triazol-5-yl)-3-fluoro-[1,1'-biphenyl]-4-carbonitrile N[C@@H]1[C@@H]2CC[C@H](C1)N2CC=2C=CC(=C(C2)C2=CC(=C(C=C2)C#N)F)C2=CC1=C(N(N=N1)CC(CC)(O)CC)C(=C2F)F |o1:1,2,5|